C=C1C(C=CC(C1N=C=O)=C)N=C=O 2,4-dimethylene-1,3-phenylene diisocyanate